2-(5-oxo-1-(4-(trifluoromethyl)benzyl)piperidin-3-yl)acetic acid ethyl ester C(C)OC(CC1CN(CC(C1)=O)CC1=CC=C(C=C1)C(F)(F)F)=O